C(C)(OC)(OCC)[O-] methyl ethyl orthoacetate